(3,5-dimethyl-4-(4-methylpiperazin-1-yl)phenyl)boronic acid pinacol ester CC=1C=C(C=C(C1N1CCN(CC1)C)C)B1OC(C)(C)C(C)(C)O1